ClC1=C(C=C2C(=NC=NC2=C1)N1CCN(CC1)C(C=C)=O)C1=C(C=CC=C1)O 1-(4-(7-chloro-6-(2-hydroxyphenyl)quinazolin-4-yl)piperazin-1-yl)prop-2-en-1-one